tert-butyl (2S,5S)-4-(bis(4-fluorophenyl) methyl)-5-(hydroxymethyl)-2-methylpiperazine-1-carboxylate FC1=CC=C(C=C1)C(N1C[C@@H](N(C[C@H]1CO)C(=O)OC(C)(C)C)C)C1=CC=C(C=C1)F